5-amino-2-(3-aminoprop-1-yn-1-yl)benzyl di-tert-butyl phosphate P(=O)(OCC1=C(C=CC(=C1)N)C#CCN)(OC(C)(C)C)OC(C)(C)C